FC(C1=CC=C(C=C1)C=1N(C(=CN1)C)CC1=C(C=CC=C1)B1OC(C(O1)(C)C)(C)C)F 2-(4-(difluoromethyl)phenyl)-5-methyl-1-(2-(4,4,5,5-tetramethyl-1,3,2-dioxaborolan-2-yl)benzyl)-1H-imidazole